6-chloro-4-[6-[(1,1-dimethylethyl)sulfonyl]-7-[2-(4-methyl-1-piperazinyl)ethoxy]imidazo[1,2-a]pyridin-3-yl]-2-pyridinamine ClC1=CC(=CC(=N1)N)C1=CN=C2N1C=C(C(=C2)OCCN2CCN(CC2)C)S(=O)(=O)C(C)(C)C